COC=1C=C(C=CC1)C1=CC=C2CCCC(C2=C1)NC(O[C@@H]1CN2CCC1CC2)=O (S)-quinuclidin-3-yl (7-(3-methoxyphenyl)-1,2,3,4-tetrahydronaphthalen-1-yl)carbamate